[Si]([O-])([O-])([O-])[O-].[Na+].[Na+].[Na+].[Na+] Sodium orthosilicate